C(N)(OC(CC(=O)NC1=C(C=C(C=C1)NC=1C=2N(C=CN1)C(=CN2)C2=C(C(=C(C=C2)OC)F)F)CC)C(C)(C)C)=O (tert-butyl 3-((4-((3-(2,3-difluoro-4-methoxyphenyl) imidazo[1,2-a]pyrazin-8-yl) amino)-2-ethylphenyl) amino)-3-oxopropyl) carbamate